2,4-Dihydroxy-4'-methylbenzophenone OC1=C(C(=O)C2=CC=C(C=C2)C)C=CC(=C1)O